4-fluoro-6-methoxy-2-(2-methoxy-5-pyridyl)-5-trifluoromethylpyridine FC1=CC(=NC(=C1C(F)(F)F)OC)C=1C=CC(=NC1)OC